3-(4-((cyclopropylmethyl)carbamoyl)-3-fluorophenyl)-4-(4-(2-fluoroacryloylamino)-2-methylphenyl)-5-methyl-1H-pyrrole-2-carboxamide C1(CC1)CNC(=O)C1=C(C=C(C=C1)C1=C(NC(=C1C1=C(C=C(C=C1)NC(C(=C)F)=O)C)C)C(=O)N)F